1,8-diazacycloundec-7-ene N1CCCCCC=NCCC1